C(C)OCC1(CCN(CC1)C1=CC=C(C=C1)NC(C)=O)CCC1=CC=CC=C1 N-(4-(4-(ethoxymethyl)-4-phenethylpiperidin-1-yl)phenyl)acetamide